CS(=NC(C1=CC=C(C=C1)C1=NOC(=N1)C(F)(F)F)=O)(=O)CC1=CC(=CC=C1)C N-(methyl(3-methylbenzyl)(oxo)-λ6-sulfaneylidene)-4-(5-(trifluoromethyl)-1,2,4-oxadiazol-3-yl)benzamide